C(C)(C)(C)NC1=NC=C(C=N1)C#CC=1C=C(C(=O)NC2=CC(=CC(=C2)C(F)(F)F)N2C=NC(=C2)C)C=CC1C 3-(2-(2-(tert-butylamino)pyrimidin-5-yl)ethynyl)-4-methyl-N-(3-(4-methyl-1H-imidazol-1-yl)-5-(trifluoromethyl)phenyl)benzamide